(trans-3-(5-bromo-3-cyclopropyl-1H-indazol-1-yl)cyclobutyl)methyl 4-methylbenzenesulfonate CC1=CC=C(C=C1)S(=O)(=O)OC[C@@H]1C[C@H](C1)N1N=C(C2=CC(=CC=C12)Br)C1CC1